(S,E)-methyl 7-(1-(2-(2-adamantylamino)-2-oxoethyl)-2-oxo-1,2-dihydropyridin-3-ylamino)-6-(nicotinamido)-7-oxohept-2-enoate C12C(C3CC(CC(C1)C3)C2)NC(CN2C(C(=CC=C2)NC([C@H](CC/C=C/C(=O)OC)NC(C2=CN=CC=C2)=O)=O)=O)=O